ClC1=CC=C(C=C1)C1=C(CCC(C1)(C)C)CN1CC2CCC(C1)N2C=2C=C1CN(C(C1=CC2)=O)C2C(NC(CC2)=O)=O 3-(5-(3-((4'-chloro-5,5-dimethyl-3,4,5,6-tetrahydro-[1,1'-biphenyl]-2-yl)methyl)-3,8-diazabicyclo[3.2.1]octane-8-yl)-1-oxoisoindolin-2-yl)piperidine-2,6-dione